C1(=CCCCCC1)C1=NN2C(N(C(=C(C2=O)N2CCN(CC2)C(=O)OC(C)(C)C)CC)CC(NC2=CC=C(C=C2)S(F)(F)(F)(F)F)=O)=C1 Tert-butyl 4-(2-(cyclohept-1-en-1-yl)-5-ethyl-7-oxo-4-(2-oxo-2-((4-(pentafluoro-λ6-sulfanyl)phenyl)amino)ethyl)-4,7-dihydropyrazolo[1,5-a]pyrimidin-6-yl)piperazine-1-carboxylate